NC1=C(C(=C(C=C1)N)C)C 1,4-diamino-2,3-dimethylbenzene